6-((1R,5S,6r)-6-(1-isopropyl-3-(5-(trifluoromethyl)pyridin-3-yl)-1H-pyrazol-5-yl)bicyclo[3.1.0]hexan-3-yl)-2-thia-6-azaspiro[3.4]octane 2,2-dioxide C(C)(C)N1N=C(C=C1C1[C@H]2CC(C[C@@H]12)N1CC2(CS(C2)(=O)=O)CC1)C=1C=NC=C(C1)C(F)(F)F